NC=1C2=C(N=CN1)N(C(=C2C=2C=NN(C2)C2CN(C2)C)C2=CC=C(C=C2)NC(C(=C)C)=O)C N-(4-(4-amino-7-methyl-5-(1-(1-methylazetidin-3-yl)-1H-pyrazol-4-yl)-7H-pyrrolo[2,3-d]pyrimidin-6-yl)phenyl)methacrylamide